C1(CC1)[C@H](C)NC(=O)C1=CN=C(O1)C1=CC(=CC=C1)C1=NN(C(=C1)C(N[C@@H](C)C1CC1)=O)CCO N-((S)-1-cyclopropylethyl)-2-(3-(5-(((S)-1-cyclopropylethyl)carbamoyl)-1-(2-hydroxyethyl)-1H-pyrazol-3-yl)phenyl)oxazole-5-carboxamide